C(C)(C)(C)OC(=O)N=C1N(C(CC(N1)(CC)CC)=O)[C@@H]1[C@](OC2=C1C=C(C=C2)C(=O)O)(C)COC (2R,3S)-3-(2-((tert-butoxycarbonyl)imino)-4,4-diethyl-6-oxotetrahydropyrimidin-1(2H)-yl)-2-(methoxymethyl)-2-methyl-2,3-dihydrobenzofuran-5-carboxylic acid